(3S)-4-(1-carbamimidoylpiperidin-4-yl)-N-cyclopropyl-2-oxidanylidene-3-[[(2S,3R)-3-oxidanyl-2-[[(2S)-4-phenyl-2-(3-phenylpropanoylamino)butanoyl]amino]butanoyl]amino]butanamide C(N)(=N)N1CCC(CC1)C[C@@H](C(C(=O)NC1CC1)=O)NC([C@H]([C@@H](C)O)NC([C@H](CCC1=CC=CC=C1)NC(CCC1=CC=CC=C1)=O)=O)=O